ClC=1C=C(C(=O)N2CC=3C(=NN4C3C(N(CC4)CC4=NC=CC=C4)=O)C[C@H]2C)C=CC1Cl (3R)-2-(3,4-Dichlorobenzoyl)-3-methyl-9-[(pyridin-2-yl)methyl]-1,2,3,4,8,9-hexahydropyrido-[4',3':3,4]pyrazolo[1,5-a]pyrazin-10(7H)-one